C\C(=C/C=C/C=C\C(=O)NC1=CC=CC=C1)\C=C\C1=C(C(=CCC1(C)C)C=1C=NC=NC1)C (2Z,4E,6E,8E)-7-methyl-N-phenyl-9-(2,6,6-trimethyl-3-(pyrimidin-5-yl)cyclohexa-1,3-dien-1-yl)nona-2,4,6,8-tetraenamide